C(C)C(CC(OC(C(=O)N)(CC(CCCC)CC)CC(CCCC)CC)(C(=O)N)CC(CCCC)CC)CCCC tetra(2-ethylhexyl)diglycolamide